CN1CCC(CC1)CC(=O)N (1-methyl-4-piperidyl)acetamide